3-{2-cyano-1-[4-(7H-pyrrolo-[2,3-d]pyrimidin-4-yl)-1H-pyrazol-1-yl]ethyl}-N-isoxazol-3-ylbenzamide trifluoroacetate FC(C(=O)O)(F)F.C(#N)CC(N1N=CC(=C1)C=1C2=C(N=CN1)NC=C2)C=2C=C(C(=O)NC1=NOC=C1)C=CC2